C1(CC1)C1=NN(C=C1C=1C=CC=2N(C1)N=NC2C(=O)NC=2C(=NC=C(C2)NC(CN2[C@H](CCC2)C)=O)C)C 6-(3-cyclopropyl-1-methyl-pyrazol-4-yl)-N-[2-methyl-5-[[2-[(2S)-2-methylpyrrolidin-1-yl]acetyl]amino]-3-pyridyl]triazolo[1,5-a]pyridine-3-carboxamide